7-(5-chloro-2-(4-(trifluoromethyl)-1H-1,2,3-triazol-1-yl)phenyl)furo[3,2-b]Pyridine ClC=1C=CC(=C(C1)C1=C2C(=NC=C1)C=CO2)N2N=NC(=C2)C(F)(F)F